FC1=C(C(=O)N([C@H]2CNCCC2)C2=NC=CC3=CC=CC(=C23)C)C=CC(=C1)NC=1OC=CN1 (R)-2-fluoro-N-(8-methylisoquinolin-1-yl)-4-(oxazol-2-ylamino)-N-(piperidin-3-yl)benzamide